3-(3-azabicyclo[3.1.0]hexan-3-yl)-2-fluoro-4-(((1-methylcyclopropyl)sulfonyl)carbamoyl)benzoic acid C12CN(CC2C1)C=1C(=C(C(=O)O)C=CC1C(NS(=O)(=O)C1(CC1)C)=O)F